CN1C2=C(C=3C=CC(=CC13)SC)C=NN(C2=O)CC=2C=C(C=CC2)NC(OC(C)(C)C)=O tert-butyl (3-((5-methyl-7-(methylthio)-4-oxo-4,5-dihydro-3H-pyridazino[4,5-b]indol-3-yl)methyl)phenyl)carbamate